OCCN1N=NN=C1S.[Na] sodium 1-2-hydroxyethyl-5-mercapto-1H-tetrazole